C(C)(C)(C)C1=NC(=NO1)C(=O)NC1CCCCC2=C1C=CC(=C2F)C2=CC(=NC=C2)NC(=O)C2CC2 5-(tert-butyl)-N-(2-(2-(cyclopropanecarboxamido)pyridin-4-yl)-1-fluoro-6,7,8,9-tetrahydro-5H-benzo[7]annulen-5-yl)-1,2,4-oxadiazole-3-carboxamide